O-hydroxy-benzylidene-pyruvic acid OOC(C(=O)C=CC1=CC=CC=C1)=O